COC=1C(=NC(=NC1C(F)(F)F)SC)C=1C=NN(C1)C1CN(C1)C(=O)OC(C)(C)C tert-butyl 3-[4-[5-methoxy-2-methylsulfanyl-6-(trifluoromethyl)pyrimidin-4-yl]pyrazol-1-yl]azetidine-1-carboxylate